3-cyclobutyl-2,3,4,5-tetrahydro-1H-benzo[d]azepine-7,8-diamine C1(CCC1)N1CCC2=C(CC1)C=C(C(=C2)N)N